C[C@H]1O[C@]12[C@H]1[C@@H]3CC(=CC[C@@H]3[C@@H](C2)C1)C |r| (1'RS,2RS,2'RS,3RS,7'RS,8'RS)-3,5'-dimethylspiro[oxirane-2,9'-tricyclo[6.2.1.0~2,7~]undec[4]ene]